C(N)(ON1C[C@H](CCC1)NC1=NC=CC(=N1)C=1C(=NC=CC1)F)=O ((3S)-3-[[4-(2-fluoro-3-pyridyl)pyrimidin-2-yl]amino]piperidin-1-yl) carbamate